2-(2,6-dioxopiperidin-3-yl)-4-(((R)-1-(4-(trifluoromethyl)phenyl)ethyl)amino)isoindoline-1,3-dione O=C1NC(CCC1N1C(C2=CC=CC(=C2C1=O)N[C@H](C)C1=CC=C(C=C1)C(F)(F)F)=O)=O